2,3,6-tripropylphenol C(CC)C1=C(C(=CC=C1CCC)CCC)O